CC(CNC(COCCOCCOCC)=O)(C)C 14,14-dimethyl-11-oxo-3,6,9-trioxa-12-azapentadecane